2-((1E,3E,5E,7E)-7-(3-(2-carboxyethyl)-1,1-dimethyl-1,3-Dihydro-2H-benzo[e]indol-2-ylidene)hept-1,3,5-trien-1-yl)-1,1-dimethyl-1H-benzo[e]indol-3-ium C(=O)(O)CCN1\C(\C(C=2C3=C(C=CC12)C=CC=C3)(C)C)=C\C=C\C=C\C=C\C3=[NH+]C=1C=CC2=C(C1C3(C)C)C=CC=C2